ClC1=C(C=C(C=2C3=C(NC12)CCNC(C3)=O)NC(CCC(=O)O)=O)Cl.CC3=C(C(=O)NC1CS(C1)=O)C=CC=C3 2-methyl-N-(cis-1-oxo-3-thietanyl)benzamide 2-((7,8-dichloro-2-oxo-1,2,3,4,5,6-hexahydroazepino[4,5-b]indol-10-yl)amino)-2-oxoethyl-acetate